C(C)(C)(C)OC1CC(C1)C(=O)OC(=O)C1CC(C1)OC(C)(C)C 3-(tert-butoxy)cyclobutane-1-carboxylic acid anhydride